C1(CC1)N(CC[C@@H](C(=O)O)NC(=O)OCC1CCC(CC1)(F)F)CCCCC1=NC=2NCCCC2C=C1 (S)-4-(cyclopropyl(4-(5,6,7,8-tetrahydro-1,8-naphthyridin-2-yl)butyl)amino)-2-((((4,4-difluorocyclohexyl)methoxy)carbonyl)amino)butanoic acid